5-(4-(1,4-diazepan-1-yl)piperidin-1-yl)-2-(3,4-dimethoxyphenyl)-3-isopropyl-1H-indole N1(CCNCCC1)C1CCN(CC1)C=1C=C2C(=C(NC2=CC1)C1=CC(=C(C=C1)OC)OC)C(C)C